C(CCC#C)O.C1(=CC=CC=C1)S(=O)(=O)Cl benzenesulfonyl chloride compound with 4-pentyn-1-ol